C(C)N1C(C2=C(C=C1C(F)(F)F)N=C(N2C)C2=C(C=C(C=N2)C(C#N)(C)C)S(=O)(=O)CC)=O 2-[6-[5-ethyl-3-methyl-4-oxo-6-(trifluoromethyl)imidazo[4,5-c]pyridin-2-yl]-5-ethylsulfonyl-3-pyridinyl]-2-methyl-propionitrile